di(4-pentenyl)methylamine C(CCC=C)N(C)CCCC=C